CC1=CC(=NN1)NC1=NC(=NC(=C1)N1CCOCC1)NC1C2CC3(CC(CC1C3)C2)O 4-[(4-[(5-methyl-1H-pyrazol-3-yl)amino]-6-(morpholin-4-yl)pyrimidin-2-yl)amino]adamantan-1-ol